ClC1=C(C=CC=C1)N1CCN(CC1)CC1=C(C2=C(C=CO2)C=C1)O 6-{[4-(2-chlorophenyl)piperazin-1-yl]methyl}-7-hydroxybenzofuran